CC=1N=C(OC1)CN1CCOCC1 4-methyl-2-[(morpholin-4-yl)methyl]-1,3-oxazole